CO[C@@H]1C[C@H](N(C1)C(CNC(C1=CC=C(C=C1)OC1=CC=CC=C1)=O)=O)C(=O)O (2S,4R)-4-methoxy-1-((4-phenoxybenzoyl)glycyl)pyrrolidine-2-carboxylic acid